N1CC(C1)OC=1C=C2CN3[C@@H](C2=CC1)CN(C[C@H]3C)C3=C1C=CC=NC1=C(C=C3)C#N 5-[(4R,10bS)-8-(azetidin-3-yloxy)-4-methyl-3,4,6,10b-tetrahydro-1H-pyrazino[2,1-a]isoindol-2-yl]quinoline-8-carbonitrile